4-Bromo-2,6-difluorophenylacetic acid BrC1=CC(=C(C(=C1)F)CC(=O)O)F